CC1(OB(OC1(C)C)C=1C=NN(C1)C[C@@H](C([2H])([2H])[2H])O)C (R)-1-(4-(4,4,5,5-tetramethyl-1,3,2-dioxaborolan-2-yl)-1H-pyrazol-1-yl)propan-3,3,3-d3-2-ol